CC=1CCOC1 4-methyl-2,3-dihydrofuran